FC=1C=CC=C2C=C(C=NC12)C1=N[C@H]([C@H](C=2C(=C(C=CC12)C)C#N)C)C |r| rac-(3S,4S)-1-(8-fluoro-3-quinolyl)-3,4,6-trimethyl-3,4-dihydroisoquinoline-5-carbonitrile